methoxytrimethylsilane CO[Si](C)(C)C